C(#N)C1(CC1)NS(=O)(=O)C=1C=C(C=2N(C1)C(=NC2)C=2SC(=NN2)C=O)N2CCN(CC2)C(C(C)C)=O N-(1-cyanocyclopropyl)-3-(5-formyl-1,3,4-thiadiazol-2-yl)-8-(4-isobutyrylpiperazin-1-yl)imidazo[1,5-a]pyridine-6-sulfonamide